S(=O)(=O)(C1=CC=C(C=C1)O)C1=C(C=CC=C1)O 2,4'-sulfonyl-diphenol